ethyl (R)-2-cyclobutoxy-4-(8-(3-(methoxymethyl)-4-methylpiperazin-1-yl)-7,10-dimethyl-5-oxo-1,3,4,5-tetrahydro-2H-chromeno[3,4-c]pyridine-3-carbonyl)-3-methylbenzoate C1(CCC1)OC1=C(C(=O)OCC)C=CC(=C1C)C(=O)N1CC2=C(CC1)C=1C(=CC(=C(C1OC2=O)C)N2C[C@@H](N(CC2)C)COC)C